(3aR,5s,6aS)-N-(2-hydroxyethyl)-5-((5-(5-(1-hydroxyethyl)-4-methylthiazol-2-yl)-1H-pyrrolo[2,3-b]pyridin-4-yl)amino)hexahydrocyclopenta[c]pyrrole-2(1H)-sulfonamide OCCNS(=O)(=O)N1C[C@@H]2[C@H](C1)CC(C2)NC2=C1C(=NC=C2C=2SC(=C(N2)C)C(C)O)NC=C1